2-chloro-N-(1-phenylcyclopropyl)-6,7-dihydro-5H-cyclopenta[b]pyridine-3-carboxamide ClC1=C(C=C2C(=N1)CCC2)C(=O)NC2(CC2)C2=CC=CC=C2